2-(benzo[d][1,3]dioxolan-5-yl)benzonitrile O1COC2=C1C=CC(=C2)C2=C(C#N)C=CC=C2